ClC1=CC(=C(C(=O)O)C=C1)NC1=C(C=C(C=C1)F)C 4-chloro-2-((4-fluoro-2-methylphenyl)amino)benzoic acid